ClC1=NC=CC(=C1)CCO 2-(2-chloropyridin-4-yl)ethan-1-ol